2-(cyclopropoxymethyl)pyridine-4-carboxylic acid C1(CC1)OCC1=NC=CC(=C1)C(=O)O